Gold(I) Bis-Phospholane P1CCCC1.P1CCCC1.[Au+]